C(C1=CC=CC=C1)O[C@@H]1[C@H](OC([C@@H]([C@H]1OCC1=CC=CC=C1)OCC1=CC=CC=C1)OCC1=CC=CC=C1)COCC(=O)OCC ethyl 2-(((2R,3R,4S,5R)-3,4,5,6-tetrakis(benzyloxy)tetrahydro-2H-pyran-2-yl)methoxy)acetate